erbium-ytterbium praseodymium [Pr].[Yb].[Er]